N-[1-[3-(5-cyano-2-pyridyl)pyrazin-2-yl]ethyl]-3-[cyclopropyl(difluoro)methyl]-5-(trifluoromethyl)benzamide C(#N)C=1C=CC(=NC1)C=1C(=NC=CN1)C(C)NC(C1=CC(=CC(=C1)C(F)(F)F)C(F)(F)C1CC1)=O